2-bromo-5-methylpyrazolo[1,5-a]pyrimidine-3-carboxylic acid ethyl ester C(C)OC(=O)C=1C(=NN2C1N=C(C=C2)C)Br